C(OC1=CC=CC=C1)(OC(C(F)(F)F)C=1C=C2C(=NC=NC2=CC1)OC)=S O-phenyl O-[2,2,2-trifluoro-1-(4-methoxyquinazolin-6-yl)ethyl] carbonothioate